ClC1=NC=C(C(=N1)NCC1=CC(=C(C=C1)N1N=C(C=C1C)C(F)(F)F)F)I 2-chloro-N-({3-fluoro-4-[5-methyl-3-(trifluoromethyl)-1H-pyrazol-1-yl]phenyl}methyl)-5-iodopyrimidin-4-amine